8-Benzyl-6-(2,3-difluorophenyl)-2-(4-fluorobenzyl)imidazo[1,2-a]pyrazin-3(7H)-one C(C1=CC=CC=C1)C1=C2N(C=C(N1)C1=C(C(=CC=C1)F)F)C(C(=N2)CC2=CC=C(C=C2)F)=O